FC=1C=2N(C=C(C1)NC(=O)C1=CC=3C(=NC(=CC3)N3CC(CC3)=O)S1)C=C(N2)C N-(8-fluoro-2-methylimidazo[1,2-a]pyridin-6-yl)-6-(3-oxopyrrolidin-1-yl)thieno[2,3-b]pyridine-2-carboxamide